[N+](=O)([O-])C(C1=CC=CO1)O nitryl-furfuryl alcohol